ClC1=CC=C(C=C1)CCC(=O)NC1=NN(C(=C1C(=O)NC)C1=CC=NC=C1)CC1=CC=C(C=C1)OC 3-(3-(4-Chlorophenyl)propanamido)-1-(4-methoxybenzyl)-N-methyl-5-(pyridin-4-yl)-1H-pyrazole-4-carboxamide